[Te].[Sb].[Ag].[In] indium-silver-antimony-tellurium